CC=1C2=C(N3C1CN(CC3)C(CCOCC3NCC3)=O)N=CC(=C2)N2CCNCC2 2-((3-(5-methyl-3-(piperazin-1-yl)-8,9-dihydropyrido[3',2':4,5]pyrrolo[1,2-a]pyrazin-7(6H)-yl)-3-oxopropoxy)methyl)azetidin